3-cyclopropyl-N-[1-[2-[5-(difluoromethoxy)pyrimidin-2-yl]-1,2,4-triazol-3-yl]ethyl]-5-(trifluoromethyl)benzamide C1(CC1)C=1C=C(C(=O)NC(C)C=2N(N=CN2)C2=NC=C(C=N2)OC(F)F)C=C(C1)C(F)(F)F